OC(CCOC1=CC(=NC(=C1)SC)C1=CNC2=CN=C(C=C21)NC(C)=O)(C)C N-(3-(4-(3-hydroxy-3-methylbutoxy)-6-(methylthio)pyridin-2-yl)-1H-pyrrolo[2,3-c]pyridin-5-yl)acetamide